O1[C@H](CCC1)OC(=O)C=1N2CCC2SCC1 ((S)-tetrahydrofuran-2-yl)-5-thia-1-azabicyclo[4.2.0]oct-2-ene-2-carboxylate